4-(4'-(trifluoromethyl)biphenyl-4-yl)-1H-1,2,3-triazole-5-carbonitrile FC(C1=CC=C(C=C1)C1=CC=C(C=C1)C=1N=NNC1C#N)(F)F